FC1=CC(=C(C=C1)C1=CC=C(O1)C=C1C(C2=CC=CC=C2C1=O)=O)[N+](=O)[O-] 2-[[5-(4-Fluoro-2-nitrophenyl)-2-furanyl]methylene]-1H-indene-1,3(2H)-dione